C(C)OC(=O)C=1NC2=CC=C(C=C2C1)C1CCOCC1 5-tetrahydropyran-4-yl-indole-2-carboxylic acid ethyl ester